N-[(1,5-dimethyl-2-phenyl-3-pyrazolone-4-yl)methyl]-N'-(2-pyridylmethyl)-N-(5,6,7,8-tetrahydro-8-quinolinyl)-1,4-xylylenediamine CN1N(C(C(=C1C)CN(CC1=CC=C(C=C1)CNCC1=NC=CC=C1)C1CCCC=2C=CC=NC12)=O)C1=CC=CC=C1